1-(5-(3-(2-methoxyethyl)-2-methyl-3H-imidazo[4,5-b]pyridin-5-yl)pyrrolo[2,1-f][1,2,4]triazin-2-yl)-N3,N3-dimethylcyclobutane-1,3-diamine COCCN1C(=NC=2C1=NC(=CC2)C=2C=CN1N=C(N=CC12)C1(CC(C1)N(C)C)N)C